bromotetradecene BrC=CCCCCCCCCCCCC